NCC(=O)[O-].[K+] potassium L-glycinate